2-((1'H-Spiro[cyclopentane-1,4'-isoquinolin]-2'(3'H)-yl)methyl)-5-((4-(2-hydroxypropan-2-yl)benzyl)oxy)-4H-pyran-4-one C1N(CC2(C3=CC=CC=C13)CCCC2)CC=2OC=C(C(C2)=O)OCC2=CC=C(C=C2)C(C)(C)O